CN(C1=CC=C(C=C1)/C=C/C(=O)C1=CC=C(C=C1)OC1OCCCC1)C (E)-3-[4-(Dimethylamino)phenyl]-1-[4-(oxan-2-yloxy)phenyl]prop-2-en-1-one